CN1N=C(C(=C1)C1=NN=C(O1)C(=O)N1[C@@H](C2=C(CC1)NC=N2)C2=NN1C(C=CC=C1F)=C2)C (S)-(5-(1,3-dimethyl-1H-pyrazol-4-yl)-1,3,4-oxadiazol-2-yl)(4-(7-fluoropyrazolo[1,5-a]pyridin-2-yl)-6,7-dihydro-1H-imidazo[4,5-c]pyridin-5(4H)-yl)methanone